N=C(C1=CC=C(C=C1)Cl)NC([S-])=S (α-imino-4-chlorobenzyl)dithiocarbamate